Epoxy-(2S,3R)-2,3-epoxy-8-methyl-1-nonanol CC(CCCC[C@@H]1[C@]2(C(O2)O)O1)C